[Au]Cl aurous chloride